5-(3-fluoro-4-methoxyphenyl)-1-(4-sulfonylphenyl)-3-difluoromethyl-1H-pyrazole-4-carbonitrile FC=1C=C(C=CC1OC)C1=C(C(=NN1C1=CCC(C=C1)=S(=O)=O)C(F)F)C#N